(2,2-dimethyl)n-propanediol CC(C(O)O)(C)C